Sodium cyclohexanol C1(CCCCC1)O.[Na]